2-(5-((4-(((((R)-1-methylpyrrolidin-3-yl)oxy)carbonyl)oxy)hexadecyl)oxy)-5-oxopentyl)propane-1,3-diyldioctanoate CN1C[C@@H](CC1)OC(=O)OC(CCCOC(CCCCC(CCCCCCCCC(=O)[O-])CCCCCCCCC(=O)[O-])=O)CCCCCCCCCCCC